C(#N)C1=CC=C(C(=N1)C[C@@H](C1=C(C=CC=C1)C1=NOC2=C1C=CC(=C2)C)N[S@@](=O)C(C)(C)C)F (S)-N-{(S)-2-(6-cyano-3-fluoropyridine-2-yl)-1-[2-(6-methylbenzo[d]isoxazol-3-yl)phenyl]ethyl}-2-methylpropane-2-sulfinamide